6-tert-butyl-pyridine-3-carboxamide C(C)(C)(C)C1=CC=C(C=N1)C(=O)N